P(O)(=O)(OP(=O)(O)OP(=O)(O)O)OC[C@@H]1[C@H]([C@H]([C@@H](O1)N1C(=O)NC(=O)C(=C1)C)OC)O 2'-O-Methyl-5-methyluridine-5'-Triphosphate